trimethyl-2,3-dihydroinden CC1(CC(C2=CC=CC=C12)C)C